FC1=CC2=C(C(N(CCSC3=C4N=C(N(C2)C)C=CN4N=C3)C)=O)C=C1 11-fluoro-7,14-dimethyl-6,7,13,14-tetrahydro-1,15-ethenopyrazolo[3,4-e][7,2,4,10]benzothiatriazacyclotridecin-8(5H)-one